N,N-dimethyl-3-(4-(1-(tetrahydro-2H-pyran-4-yl)pyrido[2,3-e][1,2,4]triazolo[4,3-a]pyrazin-8-yl)phenoxy)-1-propylamine CN(C)CCCOC1=CC=C(C=C1)C1=CC2=C(N=CC=3N2C(=NN3)C3CCOCC3)N=C1